CC1=CC(NC(N1)=O)=O 6-methyl-2,4(1h,3h)-pyrimidinedione